2-butyl-4-(3-methoxy-4-((1-(piperidin-4-ylmethyl)piperidin-4-yl)oxy)phenyl)-2,7-naphthyridin-1(2H)-one C(CCC)N1C(C2=CN=CC=C2C(=C1)C1=CC(=C(C=C1)OC1CCN(CC1)CC1CCNCC1)OC)=O